3-(Benzo[d]thiazol-6-yl)-3-(5-(2-(5,6,7,8-tetrahydro-1,8-naphthyridin-2-yl)ethoxy)-1H-indazol-1-yl)propanoic acid S1C=NC2=C1C=C(C=C2)C(CC(=O)O)N2N=CC1=CC(=CC=C21)OCCC2=NC=1NCCCC1C=C2